N-(4-((6-(ethylcarbamoyl)-7-methoxyquinolin-4-yl)oxy)-3-fluorophenyl)-5-(4-fluorophenyl)-6-oxo-2,3,5,6-tetrahydrofuro[3,2-c]pyridine-7-carboxamide C(C)NC(=O)C=1C=C2C(=CC=NC2=CC1OC)OC1=C(C=C(C=C1)NC(=O)C1=C2C(=CN(C1=O)C1=CC=C(C=C1)F)CCO2)F